BrC=1C(=C(C=CC1F)NC(OC1=CC=CC=C1)=O)F phenyl (3-bromo-2,4-difluorophenyl)carbamate